BrC1=NC=CC(=C1)C=1OC2=C(N1)C=C(C=C2)C=2N=NNC2 2-(2-bromopyridin-4-yl)-5-(1H-1,2,3-triazol-4-yl)benzo[d]oxazole